1-(azetidin-3-yl)hexahydropyrimidine-2,4-dione N1CC(C1)N1C(NC(CC1)=O)=O